P(=O)(O)(O)O.OC1[C@H](N)[C@@H](O)[C@H](O)[C@H](O1)CO glucosamine phosphate